(R)-N-(3-hydroxy-3-methyl-7-((1-methyl-1H-pyrazol-4-yl)methoxy)chroman-6-yl)pyrazolo[1,5-a]pyrimidine-3-carboxamide O[C@]1(COC2=CC(=C(C=C2C1)NC(=O)C=1C=NN2C1N=CC=C2)OCC=2C=NN(C2)C)C